O(CCOCCO)CCOCCO 2,2'-(oxybis(ethane-2,1-diyl))bis(oxy)bis(1-ethanol)